ClC1=C(C=CC(=C1)F)C(=O)N1CC2CCC(C1)N2C2=C(C=CC=C2)OC (2-Chloro-4-fluoro-phenyl)-[8-(2-methoxyphenyl)-3,8-diazabicyclo[3.2.1]oct-3-yl]methanone